bisaziridinyl-spermine N1(CC1)N(CCCCN(CCCN)N1CC1)CCCN